C(C)(C)(C)OC(=O)N1C[C@H](CC1)N1N=C(C=2C1=NC=NC2N)C#CC2=CC(=CC(=C2)OC)OC (S)-3-(4-amino-3-((3,5-dimethoxyphenyl)ethynyl)-1H-pyrazolo[3,4-d]pyrimidin-1-yl)pyrrolidine-1-carboxylic acid tert-butyl ester